C12CN(CC(CC1)N2)C2=NC(=NC1=C(C(=C(C=C21)C(F)(F)F)C2=CC=C(C=1SC(=C(C12)C#N)N)F)F)OCC1(CC2(COC2)C1)C 4-(4-(3,8-diazabicyclo[3.2.1]octan-3-yl)-8-fluoro-2-((6-methyl-2-oxaspiro[3.3]heptan-6-yl)methoxy)-6-(trifluoromethyl)quinazolin-7-yl)-2-amino-7-fluorobenzo[b]thiophene-3-carbonitrile